1,3-bis(pentafluoropropoxy)-2-propanol dichlorophosphate P(=O)(Cl)(Cl)OC(COC(CC(F)(F)F)(F)F)COC(CC(F)(F)F)(F)F